2,3-diethylacrylic acid C(C)C(C(=O)O)=CCC